N=1N(N=CC1)C1=C(C=C(C=N1)NC(C1=C(C=C(C(=C1)F)C1=C(C(=NC=C1N)F)Br)Cl)=O)C(F)(F)F N-(6-(2H-1,2,3-triazol-2-yl)-5-(trifluoromethyl)pyridin-3-yl)-4-(5-amino-3-bromo-2-Fluoropyridin-4-yl)-2-chloro-5-fluorobenzamide